N-(2-(4-Cyanothiazolidin-3-yl)-2-oxoethyl)-6-propoxyquinoline-4-carboxamide C(#N)C1N(CSC1)C(CNC(=O)C1=CC=NC2=CC=C(C=C12)OCCC)=O